OCCN(C(=O)COC(COC1=CC=C(C=C1)CCC(=O)N1CCC2(CN/C(/N2)=N/C(=O)C2=NC(=C(N=C2N)N)Cl)CC1)=O)C [4-(3-{2-[(Z)-3,5-diamino-6-chloro-pyrazine-2-carbonylimino]-1,3,8-triaza-spiro[4.5]dec-8-yl}-3-oxo-propyl)-phenoxy]-acetic acid [(2-hydroxy-ethyl)-methyl-carbamoyl]-methyl ester